tert-butyl (4-chloro-3-cyano-7-fluorothieno[3,2-c]pyridin-2-yl)carbamate ClC1=NC=C(C2=C1C(=C(S2)NC(OC(C)(C)C)=O)C#N)F